4-{[5-(4,4-dimethyl-2,5-dioxo-1-imidazolidinyl)-2-pyridinyl]oxy}-2-[(trifluoromethyl)oxy]benzonitrile CC1(NC(N(C1=O)C=1C=CC(=NC1)OC1=CC(=C(C#N)C=C1)OC(F)(F)F)=O)C